C(C)(C)(C)OC(=O)N1CCC(CC1)C1CCN(CC1)C1=CC=C(C=C1)CC(=O)OC 1'-(4-(2-methoxy-2-oxoethyl)phenyl)-[4,4'-bipiperidine]-1-carboxylic acid tert-butyl ester